BrC=1C=CC2=C(C(=NC(C(N2)=S)C)C2=C(C=CC=C2F)F)C1Cl 7-bromo-6-chloro-5-(2,6-difluorophenyl)-3-methyl-1,3-dihydro-1,4-benzodiazepine-2-Thione